3-((3-bromo-4-chloro-2-fluorophenyl)amino)-3-oxopropanoic acid BrC=1C(=C(C=CC1Cl)NC(CC(=O)O)=O)F